OC=1C=C(C=CC1O)CCCCCCCCCCCCCCCCCCCC 3,4-dihydroxyphenyl-eicosane